(E)-3-(4-(diethylamino)phenyl)-1-(5-hydroxy-7-methoxy-2,2-dimethyl-2H-chromen-6-yl)prop-2-en-1-one C(C)N(C1=CC=C(C=C1)/C=C/C(=O)C=1C(=C2C=CC(OC2=CC1OC)(C)C)O)CC